[4-[1-ethyl-4-(trifluoromethyl)imidazol-2-yl]-3-fluoro-phenyl]methanol C(C)N1C(=NC(=C1)C(F)(F)F)C1=C(C=C(C=C1)CO)F